5,5-dimethyl-3-(4-cyano-3-(trifluoromethyl)phenyl)imidazolidine-2,4-dione CC1(C(N(C(N1)=O)C1=CC(=C(C=C1)C#N)C(F)(F)F)=O)C